N[C@H]1CC[C@H](CC1)O (cis)-4-aminocyclohexane-1-ol